benzyl 2-[9-oxo-2-(2-phenylpropanoyl)-7-oxa-2,10-diazaspiro[5.6]dodecan-10-yl]acetate O=C1COC2(CCCN(C2)C(C(C)C2=CC=CC=C2)=O)CCN1CC(=O)OCC1=CC=CC=C1